(S)-4-(4-((2,3-Dihydrobenzo[b][1,4]dioxin-2-yl)methyl)piperazin-1-yl)-N-(pyrimidin-4-yl)-1,2,5-thiadiazol-3-amine O1C2=C(OC[C@@H]1CN1CCN(CC1)C=1C(=NSN1)NC1=NC=NC=C1)C=CC=C2